NC=1C(=NC=C(C1)Cl)C1=C(C=CC=C1OC)OC 3-Amino-5-chloro-2-(2,6-dimethoxyphenyl)pyridine